C(#N)C(C(C1=C(SC(=C1C)C)C)C#N)C1=C(SC(=C1C)C)C cis-1,2-dicyano-1,2-bis(2,4,5-trimethyl-3-thienyl)ethane